BrC1=C(C=CC2=C(C(=CC=C12)O)Br)O 1,5-dibromo-2,6-dihydroxynaphthalene